FC(C1=NN(C=C1C1=NN2C(N=C(C=C2)N(C)C)=C1C(=O)N)C1CCC(CC1)C=O)F [3-(difluoromethyl)-1-(4-formylcyclohexyl)pyrazol-4-yl]-5-(dimethylamino)pyrazolo[1,5-a]pyrimidine-3-carboxamide